6-phenyl-2,4,5,6-tetrahydrocyclopenta[c]pyrazole hydrochloride Cl.C1(=CC=CC=C1)C1CCC=2C1=NNC2